biquinolone C1=CC2=CC(=C3C=C4C=CC=CC4=NC3=O)C(=O)N=C2C=C1